S1CC(C1)N1C[C@H](CCC1)C1CN(C1)C(=O)OC(C)(C)C (R)-tert-butyl 3-(1-(thietan-3-yl)piperidin-3-yl)azetidine-1-carboxylate